2-(2-(2,6-dioxopiperidin-3-yl)-1-oxoisoindoline-5-carbonyl)isoindoline-4-carbonitrile O=C1NC(CCC1N1C(C2=CC=C(C=C2C1)C(=O)N1CC=2C=CC=C(C2C1)C#N)=O)=O